BrC1=C(C(=CC2=C1[C@@H]([C@](O2)(C2=CC=CC=C2)\C=N\[S@](=O)C(C)(C)C)C)F)Cl (R)-N-((E)-((2s,3s)-4-bromo-5-chloro-6-fluoro-3-methyl-2-phenyl-2,3-dihydrobenzofuran-2-yl)methylene)-2-methylpropane-2-sulfinamide